C=C(C(=O)OCC(OCC(Cl)(Cl)Cl)=O)CC(=O)OCC1=CC=C(C=C1)OC 4-(4-methoxybenzyl) 1-(2-oxo-2-(2,2,2-trichloroethoxy)ethyl) 2-methylenesuccinate